FC1=C(C=CC(=C1)F)C#CC1=CC=C(C(=O)NCC2(COC2)F)C=C1 4-((2,4-difluorophenyl)ethynyl)-N-((3-fluorooxetan-3-yl)methyl)benzamide